3-[[2-[[(1R,3S)-3-([1,2,4]triazolo[4,3-a]pyridin-3-yl)cyclohexyl]amino]-5-(trifluoromethyl)pyrimidin-4-yl]amino]benzaldehyde N=1N=C(N2C1C=CC=C2)[C@@H]2C[C@@H](CCC2)NC2=NC=C(C(=N2)NC=2C=C(C=O)C=CC2)C(F)(F)F